(R/S)-4-((5-(methoxymethyl)-2H-tetrazol-2-yl)(phenyl)methyl)piperidine 3-methoxy-2-methoxy-2-methylpropanoate COCC(C(=O)O)(C)OC.COCC=1N=NN(N1)[C@H](C1CCNCC1)C1=CC=CC=C1 |r|